NC1=CC=C(C=C1)NC(C1=CC(C(=O)NC2=CC=C(C=C2)N)=CC=C1)=O N,N'-bis(4-aminophenyl)isophthalamide